N=1C=NN2C1C=C(C=C2)OC2=C(C=C(C=C2)NC=2C1=C(N=CN2)C=C(C(=N1)N1CC(N(CC1)C(=O)OC(C)(C)C)CCO)Br)C tert-butyl 4-(4-((4-([1,2,4]triazolo[1,5-a]pyridin-7-yloxy)-3-methylphenyl)amino)-7-bromopyrido[3,2-d]pyrimidin-6-yl)-2-(2-hydroxyethyl)piperazine-1-carboxylate